ClC=1C=CC2=C(CCN(S2(=O)=O)C(C(C)C2=C(C(=CC=C2F)C)C)N2C(OC=N2)=O)C1 (1-(6-chloro-1,1-dioxo-3,4-dihydro-2H-benzo[e][1,2]thiazin-2-yl)-2-(6-fluoro-2,3-dimethylphenyl)propyl)-1,3,4-oxadiazol-2(3H)-one